C(C)N(C(C(=O)C1=C(C(=C(N1C)C)C(=O)NC1=CC(=C(C=C1)F)C)C)=O)C(C)C 5-(2-(ethyl(isopropyl)amino)-2-oxoacetyl)-N-(4-fluoro-3-methylphenyl)-1,2,4-trimethyl-1H-pyrrole-3-carboxamide